ClC1=CC=C(C(=N1)C(=O)O)NC(C)C1=C2N=C(C(=NC2=CC(=C1)C)C#N)N1CC(CC1)(F)F 6-chloro-3-((1-(2-cyano-3-(3,3-difluoropyrrolidin-1-yl)-7-methylquinoxalin-5-yl)ethyl)amino)picolinic acid